COC1=CC=C(C=C1)NS(=O)(=O)C=1C=C(C=CC1)NC(=O)C=1SC=CC1 N-(3-(N-(4-methoxyphenyl)sulfamoyl)phenyl)thiophene-2-carboxamide